FCCN1CC=2N(CC1)N=CC2C=2C=C1C=C(N=CC1=CC2)NC(=O)[C@H]2CN(CCC2)CC(C)C (R)-N-(6-(5-(2-fluoroethyl)-4,5,6,7-tetrahydropyrazolo[1,5-a]pyrazin-3-yl)isoquinolin-3-yl)-1-isobutylpiperidine-3-carboxamide